ethenesulton C1=COS1(=O)=O